9-(6-(4-hydroxypiperidin-1-yl)pyridin-3-yl)-6,7-dimethoxynaphtho[2,3-c]furan-1(3H)-one OC1CCN(CC1)C1=CC=C(C=N1)C1=C2C=C(C(=CC2=CC2=C1C(OC2)=O)OC)OC